1-boc-1-azaspiro[3.3]heptane-6-carboxylic acid C(=O)(OC(C)(C)C)N1CCC12CC(C2)C(=O)O